2,3-dimethyl-1,4,7-trioxo-8-(piperidin-4-yl)-11,14-dioxa-3,8-diazaheptadecane-17-carboxylic acid CC(C=O)N(C(CCC(N(CCOCCOCCCC(=O)O)C1CCNCC1)=O)=O)C